CSC=1C=CC2=C(C(=NN(C2=O)CC(=O)N)C(C)C)N1 2-(2-Methylsulfanyl-5-Oxo-8-Propan-2-Ylpyrido[2,3-d]Pyridazin-6-yl)Acetamide